N-(pyridin-3-yl)-3-(quinolin-8-ylmethoxy)thiophene-2-carboxamide N1=CC(=CC=C1)NC(=O)C=1SC=CC1OCC=1C=CC=C2C=CC=NC12